C1(CC1)C=1C(NN=CC1)=O 4-cyclopropylpyridazin-3(2H)-one